BrC1=C(C=C(C=C1)C=1OC(=NN1)COC)COC 2-(4-bromo-3-(methoxymethyl)phenyl)-5-(methoxymethyl)-1,3,4-oxadiazole